2-(4-chloro-6-phenyl-2-(p-tolyl)pyrimidin-5-yl)-9-phenyl-1,10-phenanthroline ClC1=NC(=NC(=C1C1=NC2=C3N=C(C=CC3=CC=C2C=C1)C1=CC=CC=C1)C1=CC=CC=C1)C1=CC=C(C=C1)C